C#C[C@H](CCCC)NC([C@H](CC(C)C)NC(=O)C=1NC2=CC=CC(=C2C1)OC)=O N-((S)-1-(((S)-hept-1-yn-3-yl)amino)-4-methyl-1-oxopentan-2-yl)-4-methoxy-1H-indole-2-carboxamide